tert-butyl 2-(((3-carbamoyl-6-chloropyridazin-4-yl)amino)methyl)morpholine-4-carboxylate C(N)(=O)C=1N=NC(=CC1NCC1CN(CCO1)C(=O)OC(C)(C)C)Cl